C(C)(C)(C)N1CCC(CC1)N1C2=C(NC(C1=O)=O)C=CC=N2 Tert-butyl-4-(2,3-dioxo-2,3-dihydropyrido[2,3-b]pyrazin-4(1H)-yl)piperidin